Diphenyl-methoxyacetic acid C1(=CC=CC=C1)C(C(=O)O)(OC)C1=CC=CC=C1